tert-butyl(3-(2-((4-(5-benzamido-1-methyl-1H-pyrazol-3-yl)phenyl)carbamoyl)phenyl)prop-2-yn-1-yl)carbamate C(C)(C)(C)OC(NCC#CC1=C(C=CC=C1)C(NC1=CC=C(C=C1)C1=NN(C(=C1)NC(C1=CC=CC=C1)=O)C)=O)=O